1-(3-cyanophenyl)-1H-pyrazole-3-carboxylic acid C(#N)C=1C=C(C=CC1)N1N=C(C=C1)C(=O)O